C[C@H]1[C@H]([C@H]([C@@H]([C@@H](O1)O[C@@H]2[C@H]([C@@H](O[C@@H]([C@H]2O[C@H]3[C@@H]([C@H]([C@H]([C@H](O3)CO)O)O[C@@H]4[C@@H]([C@H]([C@H]([C@H](O4)CO)O)O)O)O)CO)O)NC(=O)C)O)O)O The molecule is a branched amino tetrasaccharide comprised of an L-alpha-fucosyl residue linked (1->3) to the GlcNAc residue of alpha-D-galactosyl-(1->3)-beta-D-galactosyl-(1->4)]-N-acetyl-beta-D-glucosamine. It has a role as an epitope. It is an amino tetrasaccharide and a glucosamine oligosaccharide.